2-[(1-methyl-1H-pyrazol-4-yl)amino]-4-neopentylaminopyrimidine-5-carboxamide CN1N=CC(=C1)NC1=NC=C(C(=N1)NCC(C)(C)C)C(=O)N